BrC1=C(C=C(C(=C1)Br)OC)S(=O)(=O)NC(C=O)CCCC 2,4-dibromo-5-methoxy-N-(1-oxohexan-2-yl)benzenesulfonamide